2-hydroxy-4-(trifluoromethyl)pyrimidine tert-butyl-1-amino-3,6,9,12,15-pentaoxaoctadecan-18-oate C(C)(C)(C)OC(CCOCCOCCOCCOCCOCCN)=O.OC1=NC=CC(=N1)C(F)(F)F